C1(CC1)S(=O)(=O)C1=CC(=NC=C1)C(COC)NC(=O)C=1SC(=CN1)C1=NC(=CN=C1)OCC N-[1-(4-cyclopropanesulfonylpyridin-2-yl)-2-methoxyethyl]-5-(6-ethoxypyrazin-2-yl)-1,3-thiazole-2-carboxamide